NC1=NC=CC(=N1)C1=C(N=C(S1)C1CCN(CC1)C1CNC1)C=1C(=C(C=CC1)C(CC)S(=O)(=O)N)F (3-(5-(2-aminopyrimidin-4-yl)-2-(1-(azetidin-3-yl)piperidin-4-yl)thiazol-4-yl)-2-fluorophenyl)propane-1-sulfonamide